C1(CCC1)N1N=C(C(=C1NC(OC[C@H]1C(C1)(F)F)=O)C)C1(CC(C1)(F)F)C (S)-(2,2-difluorocyclopropyl)-methyl (1-cyclobutyl-3-(3,3-difluoro-1-methylcyclobutyl)-4-methyl-1H-pyrazol-5-yl)carbamate